C(C)(C)OC(CNC(=O)C1=NC(=CN=C1O)C1=C(C=CC=C1)C(C)C)=O (3-hydroxy-6-(2-isopropylphenyl)pyrazine-2-carbonyl)glycine isopropyl ester